5-(4-fluorophenyl)-4-oxo-1-[1-(trifluoromethyl)cyclopropyl]Pyridine-3-carboxamide FC1=CC=C(C=C1)C=1C(C(=CN(C1)C1(CC1)C(F)(F)F)C(=O)N)=O